2,4,5-trifluoro-3-methoxybenzoate FC1=C(C(=O)[O-])C=C(C(=C1OC)F)F